tert-butyl 4-(4-hydroxybutyl)piperazine-1-carboxylate OCCCCN1CCN(CC1)C(=O)OC(C)(C)C